tert-butyl N-[1-[2-[4-[1-(2,6-dioxo-3-piperidyl)-3-methyl-2-oxo-benzimidazol-5-yl]-1-piperidyl]ethyl]azetidin-3-yl]carbamate O=C1NC(CCC1N1C(N(C2=C1C=CC(=C2)C2CCN(CC2)CCN2CC(C2)NC(OC(C)(C)C)=O)C)=O)=O